C(N)(OCC(OCCOCCNC(CN1C(C=CC1=O)=O)=O)C(C)(C)C)=O tert-butyl-{2-[2-(2-{[(2,5-dioxo-2,5-dihydro-1H-pyrrol-1-yl)acetyl]amino}ethoxy)ethoxy]ethyl} carbamate